CN1C(C=C(C(=C1)C=1C=NN(C1)C(C)C1=CC=CC=C1)NC)=O 1-methyl-4-(methyl-amino)-5-(1-(1-phenylethyl)-1H-pyrazol-4-yl)pyridin-2(1H)-one